C=C(CCO)CO The molecule is a glycol that is 1,4-butanediol substituted at position 2 by a methylidene group. It is a glycol, a primary allylic alcohol and a homoallylic alcohol.